OCCOC1=C(C=CC(=C1)N)N 2-β-hydroxyethyloxy-p-phenylenediamine